2-(2,3-dihydropyrrolo[3',2':5,6]Pyrido[2,3-b][1,4]Oxazin-1(6H)-yl)benzamide N1(C2=C(OCC1)N=C1C(=C2)C=CN1)C1=C(C(=O)N)C=CC=C1